3-Amino-6-chloro-4-[3-(difluoromethyl)phenyl]-1H-quinolin-2-one NC=1C(NC2=CC=C(C=C2C1C1=CC(=CC=C1)C(F)F)Cl)=O